FC(C(=O)O)(F)F.CC1=NN2C(C=C(C(=C2)NC(=O)N2CCC=3C2=NC=CC3N3CC(NCC3)(C)C)C)=N1 N-(2,7-dimethyl-[1,2,4]triazolo[1,5-a]pyridin-6-yl)-4-(3,3-dimethylpiperazin-1-yl)-2,3-dihydro-1H-pyrrolo[2,3-b]pyridine-1-carboxamide 2,2,2-trifluoroacetate